C1(=CCC1)C=1C(=NON1)C(=O)OCC ethyl 4-(cyclobut-1-enyl)-1,2,5-oxadiazole-3-carboxylate